tert-butyl 4-methylpiperidine-4-carboxylate CC1(CCNCC1)C(=O)OC(C)(C)C